O=C1NC(C=CC1N1C(C2=CC(=C(C=C2C1=O)N1CCNCC1)F)=O)=O 2-(2,6-dioxopyridin-3-yl)-6-fluoro-5-(piperazine-1-yl)isoindole-1,3-dione